CO[C@H]1C(N(C(C1)=O)CCNC(OC(C)(C)C)=O)=O tert-butyl (R)-(2-(3-methoxy-2,5-dioxopyrrolidin-1-yl)ethyl)carbamate